3-(4-(trifluoromethyl)phenyl)thietan-3-ol FC(C1=CC=C(C=C1)C1(CSC1)O)(F)F